BrC=1C(=C(C=C(C1)Cl)CC(=O)O)OC 2-(3-bromo-5-chloro-2-methoxy-phenyl)acetic acid